N-(1,3-dioxoisoindolin-2-yl)-N-methyl-2-(methylsulfinyl)benzamide O=C1N(C(C2=CC=CC=C12)=O)N(C(C1=C(C=CC=C1)S(=O)C)=O)C